4-(4-((1R,4R,6S)-2-Azabicyclo[2.2.1]heptan-6-yl)phenyl)-7-(4-(trifluoromethyl)phenyl)-2-naphthoic acid [C@H]12NC[C@H](C[C@H]1C1=CC=C(C=C1)C1=CC(=CC3=CC(=CC=C13)C1=CC=C(C=C1)C(F)(F)F)C(=O)O)C2